N-t-butoxycarbonyl-N,N'-dimethylethylenediamine C(C)(C)(C)OC(=O)N(CCNC)C